(E)-2-cyclopentyl-5-(4-chlorostyryl)-1,3-benzenediol C1(CCCC1)C1=C(C=C(C=C1O)\C=C\C1=CC=C(C=C1)Cl)O